CN1N=NC(=C1NC(O[C@H](C)C=1C(=NC=NC1)C)=O)C1=NC(=C(C=C1)NS(=O)(=O)C)C (R)-1-(4-methylpyrimidin-5-yl)ethyl (1-methyl-4-(6-methyl-5-(methylsulfonamido) pyridin-2-yl)-1H-1,2,3-triazol-5-yl)carbamate